7-{[(cyclobutylmethyl)amino]methyl}-1H-pyrrolo[3,2-b]pyridine-5-carboxylic acid C1(CCC1)CNCC1=C2C(=NC(=C1)C(=O)O)C=CN2